trimethyl-1,6-diaminohexane CC(C(N)(C)C)CCCCN